C(C)OC(=O)C=1OC(C(C1OS(=O)(=O)C(F)(F)F)C)(C(F)(F)F)C 4,5-dimethyl-5-(trifluoromethyl)-3-(((trifluoromethyl))sulfonyloxy)-4,5-dihydrofuran-2-carboxylic acid ethyl ester